C(C[C@@H](C(=O)O)[15NH2])C[15N]=C([15NH2])[15NH2] L-arginine-15N4